tert-butyl 4-[(4S)-5-benzyloxy-3,3-dimethyl-5-oxo-4-(phenoxycarbonylamino)pentyl]piperazine-1-carboxylate C(C1=CC=CC=C1)OC([C@H](C(CCN1CCN(CC1)C(=O)OC(C)(C)C)(C)C)NC(=O)OC1=CC=CC=C1)=O